BrC1=CN=C2N1N=CC=C2OC 3-bromo-8-methoxyimidazo[1,2-b]pyridazine